cobalt eicosenoate C(C=CCCCCCCCCCCCCCCCCC)(=O)[O-].[Co+2].C(C=CCCCCCCCCCCCCCCCCC)(=O)[O-]